FC1(CN(C1)CC(=O)O)F 2-(3,3-difluoroazetidin-1-yl)acetic acid